C[Si](N1C=NC=C1)(C(C)C)C N-(dimethylisopropylsilyl)imidazole